C(#N)C=1C=C(C=2N(C1)C=C(N2)C(=O)NC(C(F)(F)F)(C)C)C2=C(C=CC=C2)OCC(F)(F)F 6-cyano-N-(1,1,1-trifluoro-2-methylpropan-2-yl)-8-(2-(2,2,2-trifluoroethoxy)phenyl)imidazo[1,2-a]pyridine-2-carboxamide